COC=1N=CC(=NC1)CNCC[C@]1(CCOC2(CCCC2)C1)C1=NC=CC=C1 [(5-methoxypyrazin-2-yl)methyl]({2-[(9R)-9-(pyridin-2-yl)-6-oxaspiro[4.5]decan-9-yl]ethyl})amine